C(C)(C)(C)OC(NCCN1CC2(CC1)CCN(CC2)C=2C1=C(N=C(N2)C2=CC=NC=C2)C=NC=C1)=O (2-(8-(2-(pyridin-4-yl)pyrido[3,4-d]pyrimidin-4-yl)-2,8-diazaspiro[4.5]decan-2-yl)ethyl)carbamic acid tert-butyl ester